3-(2,2-dibromovinyl)pyridine BrC(=CC=1C=NC=CC1)Br